N-(3-methyl-4-(4,4,5,5-tetramethyl-1,3,2-dioxaborolan-2-yl)phenyl)but-2-ynamide CC=1C=C(C=CC1B1OC(C(O1)(C)C)(C)C)NC(C#CC)=O